2-dimethylamino-2-(4-methylbenzyl)-1-(4-morpholin-4-yl-phenyl)-butane CN(C(CC1=CC=C(C=C1)N1CCOCC1)(CC)CC1=CC=C(C=C1)C)C